COC(=O)C=1[C@@H](C2=C(NC1CF)COC2=O)C=2C=NC=C(C2CC)F (R)-4-(4-ethyl-5-fluoropyridin-3-yl)-2-(fluoromethyl)-5-oxo-1,4,5,7-tetrahydrofurano[3,4-b]pyridine-3-carboxylic acid methyl ester